6-(1-methyl-1H-pyrazol-4-yl)-3H-spiro[benzofuran-2,4'-piperidine] CN1N=CC(=C1)C1=CC2=C(CC3(CCNCC3)O2)C=C1